N-{[(2R)-1-(4-{5-[5-fluoro-6-(2-methoxyethoxy)-1H-indazol-3-yl]-1,2-oxazol-3-yl}benzoyl)pyrrolidin-2-yl]methyl}methanesulfonamide FC=1C=C2C(=NNC2=CC1OCCOC)C1=CC(=NO1)C1=CC=C(C(=O)N2[C@H](CCC2)CNS(=O)(=O)C)C=C1